ClC=1C=C(C=CC1F)[C@@]1(CN2[C@H](CO1)CN(CC2)C(=O)C2=C(C(=CC=C2)C=2C=NSC2)Cl)O [(3R,9aS)-3-(3-chloro-4-fluoro-phenyl)-3-hydroxy-1,4,6,7,9,9a-hexahydropyrazino[2,1-c][1,4]oxazin-8-yl]-(2-chloro-3-isothiazol-4-yl-phenyl)methanone